ethyl-((6-(3,5-bis(trifluoromethyl)phenyl)-pyridin-3-yl)sulfanyl)acetic acid C(C)C(C(=O)O)SC=1C=NC(=CC1)C1=CC(=CC(=C1)C(F)(F)F)C(F)(F)F